P(O)(O)OC(C(C(OP(O)O)(CCCCCCCCCCCCC)C1=CC=CC=C1)(C(OP(O)O)(CCCCCCCCCCCCC)C1=CC=CC=C1)C(OP(O)O)(CCCCCCCCCCCCC)C1=CC=CC=C1)(CCCCCCCCCCCCC)C1=CC=CC=C1 tetraphenyl-(tetra-tridecyl)pentaerythritol tetraphosphite